FC=1C(=NC(=C(C1)OCCF)F)NS(=O)(=O)C1=CNC=2CC(CCC12)C(F)(F)F (+)-N-[3,6-difluoro-5-(2-fluoroethoxy)pyridin-2-yl]-6-(trifluoromethyl)-4,5,6,7-tetrahydro-1H-indole-3-sulfonamide